CC1C2=CC=CC=C2C=2C=C(C=CC12)C(=O)NCC(=O)N1CC2(OCCO2)C[C@H]1C(=O)OC methyl (8S)-7-((9-methyl-9H-fluorene-3-carbonyl)glycyl)-1,4-dioxa-7-azaspiro[4.4]nonane-8-carboxylate